N-[1-Ethyl-3-(4-fluorophenyl)azetidin-3-yl]-6-(naphthalen-2-yl)-4-oxo-3-(trifluoromethyl)-4,5-dihydropyrazolo[1,5-a]pyrazine-2-carboxamide C(C)N1CC(C1)(C1=CC=C(C=C1)F)NC(=O)C1=NN2C(C(NC(=C2)C2=CC3=CC=CC=C3C=C2)=O)=C1C(F)(F)F